C1(CCCCC1)CNCC(=O)O N-cyclohexylmethylglycine